methyl (2R)-2,3-dihydroxypropionate O[C@@H](C(=O)OC)CO